C(C)(C)(C)C1=CC=CC2=C(C3=CC=CC=C3C(=C12)OC(=O)C1C(CC(=CC1)C)C(=O)O)OC(=O)C1C(CC(=CC1)C)C(=O)O 1-(tert-butyl)-9,10-bis[2-carboxy(4-methyl-4-cyclohexenyl)]carbonyloxyanthracene